C(C)OC(=O)C=1N=C2N(C=C(C=C2)C=2C=NC(=NC2)C)C1 6-(2-methylpyrimidin-5-yl)imidazo[1,2-a]pyridine-2-carboxylic acid ethyl ester